FC=1C=NN(C1)CCNC(=O)C1=NOC(=C1)C=1OC=CC1 N-(2-(4-fluoro-1H-pyrazol-1-yl)ethyl)-5-(furan-2-yl)isoxazole-3-carboxamide